C(C)C=1N=C2N(C=C(C=C2)C2CCN(CC2)CC(=O)N2CC(C2)O)C1N(C)C=1SC=C(N1)C1=CC=C(C=C1)F 2-(4-(2-ethyl-3-((4-(4-fluorophenyl)thiazol-2-yl)(methyl)amino)imidazo[1,2-a]pyridin-6-yl)piperidin-1-yl)-1-(3-hydroxyazetidin-1-yl)ethanone